4-(tert-butoxy)-7-(8-chloro-3-(methoxymethoxy)naphthalen-1-yl)-6,8-difluoro-2-(((2R,7aS)-2-fluorotetrahydro-1H-pyrrolizin-7a(5H)-yl)methoxy)quinazoline C(C)(C)(C)OC1=NC(=NC2=C(C(=C(C=C12)F)C1=CC(=CC2=CC=CC(=C12)Cl)OCOC)F)OC[C@]12CCCN2C[C@@H](C1)F